ClC1=C2C(=NN(C2=CC=C1)S(=O)(=O)C1=CC=C(C=C1)C)N1CC(C(C1)(F)F)O 1-[4-chloro-1-(p-tolyl-sulfonyl)indazol-3-yl]-4,4-difluoro-pyrrolidin-3-ol